(4-(2-((1-ethylcyclopentyl)oxy)-2-oxoethoxy)-3,5-dimethylphenyl)diphenylsulfonium chloride [Cl-].C(C)C1(CCCC1)OC(COC1=C(C=C(C=C1C)[S+](C1=CC=CC=C1)C1=CC=CC=C1)C)=O